C(C)(C)(C)OC(=O)N1CC2=CC=3C(N(C(C3C=C2C1)=O)C1C(NC(CC1)=O)=O)=O 6-(2,6-dioxopiperidin-3-yl)-5,7-dioxo-3,5,6,7-tetrahydropyrrolo[3,4-f]isoindole-2(1H)-carboxylic acid tert-butyl ester